FC1=C(C(=C(C(=C1F)F)F)F)OC(=O)C1=CC2=CC(=CC=C2C(=C1)C#N)CP(=O)(OCC)OCC 4-cyano-7-((diethoxyphosphoryl)methyl)-2-naphthoic acid perfluorophenyl ester